CC1(OCC(CO1)(C)COCC(COCC1(COC(OC1)(C)C)C)O)C 1,3-bis((2,2,5-trimethyl-1,3-dioxan-5-yl)methoxy)propan-2-ol